ClC1=CC=C(C=C1)CC(C[TeH])C 1-chloro-4-(2-methylhydrotelluro-propyl)benzene